5-(3,4-difluorobenzyl)-8-((1r,4r)-4-ethylcyclohexyl)-6,9-dioxo-2,5,8-triazaspiro[3.5]nonane-2-carboxamide FC=1C=C(CN2C3(CN(C3)C(=O)N)C(N(CC2=O)C2CCC(CC2)CC)=O)C=CC1F